COC(C1=CN=C(C=C1C1=C(C=CC=C1OC)F)C)=O.C(CCC)[Si](N(C)C)(N(C)C)N(C)C butyl-tri(dimethylamino)silane methyl-4-(2-fluoro-6-methoxyphenyl)-6-methylnicotinate